4-Chloro-6-(cyclopropanecarboxamido)-N-(methyl-d3)pyridazine-3-carboxamide ClC1=C(N=NC(=C1)NC(=O)C1CC1)C(=O)NC([2H])([2H])[2H]